C=1(C(=CC=C2C=CC=CC12)S(=O)(=O)O)S(=O)(=O)O.C(CCCCCCCC)O nonanol naphthalenedisulfonate